C(C)(C)[GeH2]C(C)C Diisopropylgermane